CNC(=O)[C@@H]1N(CCCC1)C1CCN(CC1)C(=O)OC(C)(C)C tert-butyl (R)-2-(methylcarbamoyl)-[1,4'-bipiperidine]-1'-carboxylate